F[C@H]1CN(CCC1)CCOC=1N=C(C2=C(N1)CN(CC2)C2=CC(=CC1=CC=CC=C21)OCOC)N2CCN(CC2)C(=O)OCC2=CC=CC=C2 benzyl (R)-4-(2-(2-(3-fluoropiperidin-1-yl)ethoxy)-7-(3-(methoxymethoxy)-naphthalen-1-yl)-5,6,7,8-tetrahydropyrido[3,4-d]pyrimidin-4-yl)piperazine-1-carboxylate